tert-butyl (2-(1-(4-methoxybenzyl)-4-nitro-1H-pyrazol-5-yl)-4-morpholinophenyl)carbamate COC1=CC=C(CN2N=CC(=C2C2=C(C=CC(=C2)N2CCOCC2)NC(OC(C)(C)C)=O)[N+](=O)[O-])C=C1